NCCNCCC[Si](OC)(OC)C N-(beta-aminoethyl)-3-aminopropylmethyldimethoxysilane